4-[4-(1H-1,2,4-triazol-1-yl)phenoxy]piperidine-1-carboxylic acid tert-butyl ester C(C)(C)(C)OC(=O)N1CCC(CC1)OC1=CC=C(C=C1)N1N=CN=C1